NC=1NC(C2=C(N1)NC(=C2)CCNC(=O)C2=C(C=CC=C2)S(=O)(=O)O)=O ((2-(2-amino-4-oxo-4,7-dihydro-3H-pyrrolo[2,3-d]pyrimidin-6-yl)ethyl)carbamoyl)benzenesulfonic acid